NITRIDOPHOSPHATE P([O-])([O-])#N